2-aminopyrimidine tert-butyl-3-amino-5-(pyridin-4-yl)-4H-1,2,4-triazole-4-carboxylate C(C)(C)(C)OC(=O)N1C(=NN=C1C1=CC=NC=C1)N.NC1=NC=CC=N1